[C].[Mo].[Cr] Chromium-Molybdenum carbon